2',N7',10-triphenyl-N2',N7'-bis(9-phenyl-9H-carbazol-3-yl)-10H-spiro[acridine-9,9'-fluorene]-2',7'-diamine C1(=CC=CC=C1)C1(CC=2C3(C4=CC(=CC=C4C2C=C1)N(C=1C=CC=2N(C4=CC=CC=C4C2C1)C1=CC=CC=C1)C1=CC=CC=C1)C1=CC=CC=C1N(C=1C=CC=CC13)C1=CC=CC=C1)NC=1C=CC=3N(C2=CC=CC=C2C3C1)C1=CC=CC=C1